2-((8-(1-methyl-1H-pyrazol-5-yl)-2,3-dihydrobenzo[b][1,4]dioxin-5-yl)amino)-4-((2-(methylsulfonyl)ethyl)amino)-7H-pyrrolo[2,3-d]pyrimidine-5-carbonitrile CN1N=CC=C1C1=CC=C(C2=C1OCCO2)NC=2N=C(C1=C(N2)NC=C1C#N)NCCS(=O)(=O)C